OCC1(CC1)C(=O)N 1-(hydroxymethyl)cyclopropane-1-carboxamide